2-(((8-((2,2'-dimethyl-3'-(3-morpholinopropoxy)-[1,1'-biphenyl]-3-yl)amino)-1,7-naphthyridin-3-yl)methyl)amino)-3-hydroxy-2-methylpropanoic acid CC1=C(C=CC=C1NC=1N=CC=C2C=C(C=NC12)CNC(C(=O)O)(CO)C)C1=C(C(=CC=C1)OCCCN1CCOCC1)C